BrC=1C=CC(=NC1)CN1C(CCCC1)=O 1-((5-bromopyridin-2-yl)methyl)piperidin-2-one